CNN=C(C)C1=CC=CC=C1 1-Methyl-2-(1-phenylethylidene)hydrazine